2-acetyl-8-(5-chloro-3-fluoropyridin-2-yl)-5-(4-chlorobenzyl)-2,5,8-triazaspiro[3.5]nonane-6,9-dione C(C)(=O)N1CC2(C1)N(C(CN(C2=O)C2=NC=C(C=C2F)Cl)=O)CC2=CC=C(C=C2)Cl